3-(4-Chloro-2-fluoro-5-hydroxyphenyl)-6-(1,1-difluoroethyl)-1-methylpyrimidin-2,4(1H,3H)-dion ClC1=CC(=C(C=C1O)N1C(N(C(=CC1=O)C(C)(F)F)C)=O)F